ClC=1C=C(C=C(C1)F)C1=C(NC=2C3=C(CCC12)C=CC=C3)C(=O)O 3-(3-chloro-5-fluorophenyl)-4,5-dihydro-1H-benzo[g]indole-2-carboxylic Acid